COC(=O)C1=C(C=C2C(C(N(C2=C1)C)=O)(C)OCC)N 5-amino-3-ethoxy-1,3-dimethyl-2-oxoindoline-6-carboxylic acid methyl ester